[N-]=C=S.C1=CC=CC2=CC=CC=C12 Naphthalene isothiocyanate